O1C(CC1)CN1C=NC2=C1N=NC(=C2)C#N 7-(oxetan-2-ylmethyl)-7H-imidazo[4,5-c]pyridazine-3-carbonitrile